C1(CC1)N1C=NC2=C1C=C(C(=C2)C#CC2=NN(C(=C2C(=O)N)NC)[C@@H]2CN([C@H](C2)C(C)(C)O)C(C=C)=O)F 3-[2-(1-cyclopropyl-6-fluoro-1,3-benzodiazol-5-yl)ethynyl]-1-[(3s,5r)-5-(2-hydroxyprop-2-yl)-1-(prop-2-enoyl)pyrrolidin-3-yl]-5-(methylamino)pyrazole-4-carboxamide